C1(=CC(=CC=C1)CC#N)CC#N 3-Benzenediacetonitrile